cyclohex-2,4-dienone C1(C=CC=CC1)=O